1-(4-(4-amino-1-(oxetan-3-yl)-1H-pyrazolo(3,4-d)pyrimidin-3-yl)phenyl)-3-(3-(tert-butyl)isoxazol-5-yl)urea NC1=C2C(=NC=N1)N(N=C2C2=CC=C(C=C2)NC(=O)NC2=CC(=NO2)C(C)(C)C)C2COC2